C1(CC1)CN1C[C@@H](CCC1)NC=1C(N(C(=NN1)C1=C(C=C(C=C1)C(F)(F)F)O)C)=O (R)-6-((1-(Cyclopropylmethyl)piperidin-3-yl)amino)-3-(2-hydroxy-4-(trifluoromethyl)phenyl)-4-methyl-1,2,4-triazin-5(4H)-one